C(OC1CCC2(CO2)CC1)(OC1=CC=C(C=C1)[N+](=O)[O-])=O 1-oxaspiro[2.5]octan-6-yl (4-nitrophenyl) carbonate